3-amino-2-(3-(4-methoxypyridin-2-yl)phenyl)-2-methylpropanoic acid ethyl ester hydrochloride Cl.C(C)OC(C(CN)(C)C1=CC(=CC=C1)C1=NC=CC(=C1)OC)=O